C(C1=CC=CC=C1)N(C(C(CC=C)CC)=O)CC1=CC=CC=C1 N,N-dibenzyl-2-ethylpent-4-enamide